3,5-dimethyl-4-amino-pyrazole CC1=NNC(=C1N)C